3,19,19-trimethyl-21-oxa-14λ6-thia-11,13,18,23,27-pentaazapentacyclo-[20.3.1.115,18.02,10.05,9]heptacosa-1(25),2(10),3,5(9),15(27),16,22(26),23-octaene-12,14,14-trione, sodium salt [Na].CC=1C=2C3=CC=NC(OCC(N4C=CC(S(NC(NC2C=2CCCC2C1)=O)(=O)=O)=N4)(C)C)=C3